methyl (3R)-3-[[(tert-butoxy)carbonyl]amino]-2-[(methylsulfanyl)methyl]butanoate C(C)(C)(C)OC(=O)N[C@@H](C(C(=O)OC)CSC)C